1,2-Diethylpyrrolium cyanid [C-]#N.C(C)[NH+]1C(=CC=C1)CC